C(C)(C)(C)OC(=O)N[C@@H]1[C@H](CCC[C@@H]1O)C(=O)OC |o1:8,9,13| Methyl (1S,2R,3S)-rel-2-((tert-butoxycarbonyl) amino)-3-hydroxycyclohexane-1-carboxylate